3-nitrofurazan [N+](=O)([O-])C1=NON=C1